C(C)(C)(CC(C)(C)C)SSC=1SC(=NN1)SSC(C)(C)CC(C)(C)C 2,5-bis(tert-octyldithio)-1,3,4-thiadiazole